O1SCC(C1)CC(=O)[O-] 2-oxathiolan-4-ylacetate